ClC1=NN(C(C=C1)=O)C(C(=O)OCC)(C)C ethyl 2-(3-chloro-6-oxopyridazin-1-yl)-2-methylpropanoate